2,2-dimethyl-3-oxovaleraldehyde CC(C=O)(C(CC)=O)C